FC1=C(C=CC=C1F)N1CCC(CC1)NC1=C2C(=NC3=CC(=C(N=C13)OC)OCCCN1CCCC1)CCCC2 1-(2,3-difluorophenyl)-N-{2-methoxy-3-[3-(pyrrolidin-1-yl)propoxy]-6H,7H,8H,9H-cyclohexa[b]1,5-naphthyridin-10-yl}piperidin-4-amine